[Cu].[Na].[Na].[Na] trisodium copper